C1(CC1)C(C(CN1N=CN=C1)O)C 3-cyclopropyl-1-(1H-1,2,4-triazol-1-yl)butan-2-ol